3-(difluoromethyl)-N'-(4-(3,5-dimethylphenoxy)phenyl)-1-methyl-1H-pyrazole-4-hydrazide FC(C1=NN(C=C1C(=O)NNC1=CC=C(C=C1)OC1=CC(=CC(=C1)C)C)C)F